ClC1=C(OCC(CCC(=O)Cl)(F)F)C(=CC(=C1)C(C)(C1=CC=C(C=C1)OCC1=NC(=NC=C1)SC)C)C#N 5-[2-chloro-6-cyano-4-[1-methyl-1-[4-[(2-methylsulfanylpyrimidin-4-yl)methoxy]phenyl]ethyl]phenoxy]-4,4-difluoro-pentanoyl chloride